FC(CO)(F)C1=CC=C(CN(C2=C(C(=NC=N2)NC[C@@H]2[C@H](CN(CC2)CC(=O)N)O)F)CC)C=C1 ((3R,4R)-4-(((6-((4-(1,1-difluoro-2-hydroxyethyl)benzyl)(ethyl)amino)-5-fluoropyrimidin-4-yl)amino)methyl)-3-hydroxypiperidin-1-yl)acetamide